3-((1R,2R)-3-(dimethylamino)-1-ethyl-2-methylpropyl)phenol CN(C[C@@H]([C@@H](CC)C=1C=C(C=CC1)O)C)C